tert-butyl 8-(2-aminothiazol-5-yl)-3,8-diazabicyclo[3.2.1]octane-3-carboxylate NC=1SC(=CN1)N1C2CN(CC1CC2)C(=O)OC(C)(C)C